(R)-3-(3-(Benzyloxy)-1-(1-(methylsulfonyl)spiro[indolin-3,4'-piperidin]-1'-yl)-1-Oxopropan-2-yl)-2,2,5,5-tetramethylimidazolin-4-one C(C1=CC=CC=C1)OC[C@H](C(=O)N1CCC2(CC1)CN(C1=CC=CC=C12)S(=O)(=O)C)N1C(NC(C1=O)(C)C)(C)C